C(#N)C1=CC=C(CNC(=O)C2=NN(C=3C(N(CCC32)CC3(CC3)S(=O)(=O)C(C)([C@H](CNC)O)C)=O)C)C=C1 (S)-N-(4-Cyanobenzyl)-6-((1-((3-hydroxy-2-methyl-4-(methylamino)butan-2-yl)sulfonyl)cyclopropyl)methyl)-1-methyl-7-oxo-4,5,6,7-tetrahydro-1H-pyrazolo[3,4-c]pyridine-3-carboxamide